monoammonium chloride [Cl-].[NH4+]